ClC1=C2C(N(C(NC2=C(C=C1)S(=O)(=O)C1=CC=C2C=NN(C2=C1)C1CC(C1)C)=O)O)=O 5-chloro-3-hydroxy-8-((1-((1r,3r)-3-methylcyclobutyl)-1H-indazol-6-yl)sulfonyl)quinazoline-2,4(1H,3H)-dione